N1[C@@H](CCC1)C(=O)N[C@@H](CCCNC(N)=N)C(=O)O prolyl-arginine